6-((3,3-difluoro-1-methylpiperidin-4-yl)oxy)-N-(5-(difluoromethoxy)-1H-pyrazol-3-yl)pyrazin-2-amine FC1(CN(CCC1OC1=CN=CC(=N1)NC1=NNC(=C1)OC(F)F)C)F